C(C)(C)NS(=O)(=O)NC=1C=CC=NC1 5-((N-isopropylsulfamoyl)amino)pyridine